ClC=1C=C(NC2(CCC3([C@@H](CC4=CC=C(C=C34)OC)C[C@H](COC3=CC=NC=4CCC[C@H](C34)C)C)CC2)C(=O)O)C=CC1 (1r,2'R,4R)-4-(3-chloroanilino)-6'-methoxy-2'-[(2R)-2-methyl-3-{[(5R)-5-methyl-5,6,7,8-tetrahydroquinolin-4-yl]oxy}propyl]-2',3'-dihydrospiro[cyclohexane-1,1'-indene]-4-carboxylic acid